2,5-diisocyanatomethylnorbornane N(=C=O)CC1C2CC(C(C1)C2)CN=C=O